O=C1NC(CCC1N1C(C2=CC=C(C=C2C1=O)NCCCCCNC(C1=CC=C(C(=O)NC2=CC3=C(NC(=N3)CN3[C@H](CCC3)C)C=C2)C=C1)=O)=O)=O N1-(5-((2-(2,6-dioxopiperidin-3-yl)-1,3-dioxoisoindolin-5-yl)amino)pentyl)-N4-(2-(((S)-2-methylpyrrolidin-1-yl)methyl)-1H-benzo[d]imidazol-5-yl)terephthalamide